methyl (3'R,4'S,5'R)-4'-(3-chloro-2-fluorophenyl)-6''-methyl-2''-oxodispiro[cyclohexane-1,2'-pyrrolidine-3',3''-indoline]-5'-carboxylate ClC=1C(=C(C=CC1)[C@H]1[C@@H](NC2(CCCCC2)[C@@]12C(NC1=CC(=CC=C21)C)=O)C(=O)OC)F